C=CCN1CCOCC1 allylmorpholine